C(C)(C)(C)OC(=O)N1C[C@@H](NCC1)COC1=NC(=NC(=C1)C1=C(C=CC=C1C)C)NS(=O)(=O)C=1C=C(C(=O)O)C=CC1 3-[[4-[[(2R)-4-tert-butoxycarbonylpiperazin-2-yl]methoxy]-6-(2,6-dimethylphenyl)pyrimidin-2-yl]sulfamoyl]benzoic acid